FC(C(=O)O)(F)F.ClC1=C(C=CC(=C1)Cl)NC1=NC=NC2=CC(=C(C=C12)OC1CCN(CC1)C(C=C)=O)OC 1-(4-((4-((2,4-Dichlorophenyl)amino)-7-methoxyquinazolin-6-yl)oxy)piperidin-1-yl)prop-2-en-1-one trifluoroacetate